4-phenoxyphenylmorpholine O(C1=CC=CC=C1)C1=CC=C(C=C1)N1CCOCC1